FC=1C=C2C(=NC(=NC2=C(C1C1=CC(=CC2=CC=CC(=C12)CC)O)F)OC[C@]12CCCN2C[C@@H](C1)F)N1C[C@@]2(CC[C@H](C1)N2)C 4-(6,8-difluoro-2-(((2R,7aS)-2-fluoro-tetrahydro-1H-pyrrolizin-7a(5H)-yl)meth-oxy)-4-((1S,5R)-1-methyl-3,8-diaza-bicyclo[3.2.1]octan-3-yl)quinazolin-7-yl)-5-ethylnaphthalen-2-ol